N2-(2-ethoxy-4-(4-ethyl-4H-1,2,4-triazol-3-yl)phenyl)-6-methyl-N8-neopentylpyrido[3,4-d]pyrimidine-2,8-diamine C(C)OC1=C(C=CC(=C1)C1=NN=CN1CC)NC=1N=CC2=C(N1)C(=NC(=C2)C)NCC(C)(C)C